FC1=C(C(=CC(=C1)NC1CN(C1)CCCF)F)[C@H]1N([C@@H](CC2=C1NC1=CC(=CC=C21)C(=O)OC)C)CC(C)(F)F methyl (1r,3r)-1-(2,6-difluoro-4-((1-(3-fluoropropyl) azetidin-3-yl) amino) phenyl)-2-(2,2-difluoropropyl)-3-methyl-2,3,4,9-tetrahydro-1H-pyrido[3,4-b]indole-7-carboxylate